1,3-bis(N,N-diglycidyl-amino)benzene (S)-1-(2',4'-di-tert-butoxy-2-methyl-[4,5'-bipyrimidin]-6-yl)-4,4-difluoropyrrolidin-3-yl-isopropylcarbamate C(C)(C)(C)OC1=NC=C(C(=N1)OC(C)(C)C)C1=NC(=NC(=C1)N1C[C@@H](C(C1)(F)F)N(C(O)=O)C(C)C)C.C(C1CO1)N(CC1CO1)C1=CC(=CC=C1)N(CC1CO1)CC1CO1